FC1=C(C(=C(C(=C1C1=C2C=CC(C(=C3C=CC(=C(C=4C=CC(=C(C5=CC=C1N5)C5=C(C(=C(C(=C5F)F)F)F)F)N4)C4=C(C(=C(C(=C4F)F)F)F)F)N3)C3=C(C(=C(C(=C3F)F)F)F)F)=N2)F)F)F)F.[Pt+2] platinum (II) tetrakis(pentafluorophenyl)porphin